6-chloro-4-(4-(2-cyanophenoxy)piperidin-1-yl)-1-methyl-2-oxo-1,2-dihydro-1,5-naphthyridine-3-carbonitrile ClC=1N=C2C(=C(C(N(C2=CC1)C)=O)C#N)N1CCC(CC1)OC1=C(C=CC=C1)C#N